benzyl 5-(4-(tert-butoxycarbonyl)piperazin-1-yl)indoline-1-carboxylate C(C)(C)(C)OC(=O)N1CCN(CC1)C=1C=C2CCN(C2=CC1)C(=O)OCC1=CC=CC=C1